(S)-1-((R or S)-3-(2-(5-fluoro-thiophen-2-yl)ethyl)-1-(2-(6-methylpyridin-3-yl)propan-2-yl)pyrrolidin-3-yl)ethyl isopropylcarbamate C(C)(C)NC(O[C@@H](C)[C@]1(CN(CC1)C(C)(C)C=1C=NC(=CC1)C)CCC=1SC(=CC1)F)=O |o1:8|